COC=1C=NC=C(C1NC(C(C)(C)C)=O)CC(C)(C)C N-(3-methoxy-5-neopentylpyridin-4-yl)pivalamide